6-(3,5-difluoroanilino)-N-(2,2-dimethylcyclobutyl)-3-prop-2-ynoxy-pyridine-2-carboxamide FC=1C=C(NC2=CC=C(C(=N2)C(=O)NC2C(CC2)(C)C)OCC#C)C=C(C1)F